3-((4-(4-(3-bromo-4-fluorophenyl)-5-carbonyl-4,5-dihydro-1,2,4-oxadiazol-3-yl)-1,2,5-oxadiazol-3-yl)amino)propionitrile BrC=1C=C(C=CC1F)N1C(=NOC1=C=O)C=1C(=NON1)NCCC#N